C(#N)[C@@H](C)NC(C1=CC=C(C=C1)C1=NC(=NC=C1C)NC=1C=NN(C1)C1CCN(CC1)C(C(C)(C)O)=O)=O (R)-N-(1-cyanoethyl)-4-(2-((1-(1-(2-hydroxy-2-methylpropanoyl)piperidin-4-yl)-1H-pyrazol-4-yl)amino)-5-methylpyrimidin-4-yl)benzamide